FC(C)(F)C1=NC(=CC(=N1)NC1=CC(=NC=C1C1=NN(N=C1)CCOC)NC(C)=O)CC N-(4-((2-(1,1-difluoroethyl)-6-ethylpyrimidin-4-yl)amino)-5-(2-(2-methoxyethyl)-2H-1,2,3-triazol-4-yl)pyridin-2-yl)acetamide